CC1=[N+]2N(C(=C1C)C)CCC2 5,6,7-trimethyl-2,3-dihydro-1H-pyrazolo[1,2-a]pyrazol-4-ium